N=1N(N=CC1)C1=C(C=C(C=N1)NC(C1=C(C=C(C(=C1)F)C1=C(N=NC=C1C#C)N)Cl)=O)C(F)(F)F N-(6-(2H-1,2,3-triazol-2-yl)-5-(trifluoromethyl)pyridin-3-yl)-4-(3-amino-5-ethynylpyridazin-4-yl)-2-chloro-5-fluorobenzamide